COC(C(=C)CO)=O methyl-2-(hydroxymethyl)-acrylate